C(=C)C1=CC=C(C=C1)C=1C=C(C=NC1)C1=CC(=CC(=C1)C=1C=NC=C(C1)C1=CC=C(C=C1)C=C)C=1C=NC=C(C1)C1=CC=C(C=C1)C=C 1,3,5-tris(5-(4-vinylphenyl)pyridin-3-yl)benzene